8-methyl-2-((oxetan-4-ylsulfanyl)methyl)quinazolin-4(3H)-one CC=1C=CC=C2C(NC(=NC12)CSC1CCO1)=O